beta-hydroxy-4-nitro-homophenylalanine OC([C@H](N)C(=O)O)CC1=CC=C(C=C1)[N+](=O)[O-]